Cadmium Selenium [Se].[Cd]